tellurium-zinc-selenium [Se].[Zn].[Te]